1-(2,4-difluorophenyl)-6-dimethylphosphoryl-pyrazolo[3,4-d]pyrimidin-4-ol FC1=C(C=CC(=C1)F)N1N=CC=2C1=NC(=NC2O)P(=O)(C)C